[2-[[(2R)-2-[[(2R)-2-amino-3-phenyl-propionyl]amino]-4-fluoro-4-methyl-pentanoyl]amino]hexanoyl]piperidine-4-carboxylic acid methyl ester trifluoroacetate FC(C(=O)O)(F)F.COC(=O)C1CCN(CC1)C(C(CCCC)NC([C@@H](CC(C)(C)F)NC([C@@H](CC1=CC=CC=C1)N)=O)=O)=O